FC1=NC=CC=C1CN1N=CC2=NC=C(C=C21)C2=CC(=CC=C2)C(F)(F)F 1-[(2-Fluoro-3-pyridyl)methyl]-6-[3-(trifluoromethyl)phenyl]pyrazolo[4,3-b]pyridine